C(C)OC(=O)CN(CC(=O)OCC)C1=CC=C(C=C1)C1=NC(=NC(=N1)C(Cl)(Cl)Cl)C(Cl)(Cl)Cl 4-[p-N,N-bis(ethoxycarbonylmethyl)aminophenyl]-2,6-bis(trichloromethyl)-s-triazine